BrC(C(C(Br)Br)=O)Br 1,1,3,3-tetrabromopropan-2-one